BrC=1C(=NC=C(C1)Cl)OC1CC1 3-bromo-5-chloro-2-(cyclopropoxy)pyridine